(hydroxymethyl)bicyclo[2.2.1]heptane-1-carboxylic acid methyl ester COC(=O)C12C(CC(CC1)C2)CO